4-(3-methyl-2-(4-methyl-4H-1,2,4-triazol-3-yl)butane-2-yl)pyridine CC(C(C)(C1=NN=CN1C)C1=CC=NC=C1)C